5-methyl-2,3,4,5-tetrahydrobenzo[f][1,4]oxazepine CC1NCCOC2=C1C=CC=C2